(D)-tartrate C(=O)([O-])[C@@H](O)[C@H](O)C(=O)[O-]